ethanocytosine C1CN2C=CC(=NC2=O)N1